COCCNC1=NC2=CC(=CC=C2C(=N1)NC)C=1C=C(C=CC1)NC(C=C)=O N-(3-{2-[(2-methoxyethyl)amino]-4-(methylamino)quinazolin-7-yl}phenyl)prop-2-enamide